C(C1=CC=CC=C1)OC(C(C=CC1=C(C=NC=C1)N)C)=O 4-(3-Aminopyridin-4-yl)-2-methylbut-3-enoic acid benzyl ester